3-(((7-(2-aminopyrimidin-4-yl)-2,3-dihydrofuro[3,2-c]pyridin-4-yl)amino)methyl)-N-(7-(dimethylglycyl)-7-azaspiro[3.5]nonan-2-yl)benzamide NC1=NC=CC(=N1)C=1C2=C(C(=NC1)NCC=1C=C(C(=O)NC3CC4(C3)CCN(CC4)C(CN(C)C)=O)C=CC1)CCO2